N1C=NC2=C1C=C(C=C2)CNCC2=CC(=CC=C2)OC N-((1H-benzo[d]imidazol-6-yl)methyl)-1-(3-methoxyphenyl)methanamine